Cl.C(C1=CC=CC=C1)OC(=O)C1CCNCC1 piperidine-4-carboxylic acid benzyl ester hydrochloride